O(C1=CC=CC=C1)C=1C=C(CCNC([O-])=O)C=CC1 (3-phenoxyphenethyl)carbamate